FC(C1=C(N=C2N1C=CC=C2)CN)(F)F (3-(Trifluoromethyl)imidazo[1,2-a]pyridin-2-yl)methylamine